(3-methyl-4-(4-(methylamino)but-1-yn-1-yl)-2-oxo-2,3-dihydro-1H-benzo[d]Imidazol-1-yl)piperidine-2,6-dione CN1C(N(C2=C1C(=CC=C2)C#CCCNC)N2C(CCCC2=O)=O)=O